CC=1C(=C2C(=NC1C(F)(F)F)C(CC2)C)NC(=O)N=[S@@](=O)(N)C2=CN=C(S2)C(C)(C)O (S)-N'-((3,7-dimethyl-2-(trifluoromethyl)-6,7-dihydro-5H-cyclopenta[b]pyridin-4-yl)carbamoyl)-2-(2-hydroxypropan-2-yl)thiazole-5-sulfonimidamide